C(C1=CC=CC=C1)C1CCN(CC1)C1=CC=CC(=N1)S(=O)(=O)NC(=O)C=1C(=NC=CC1)N1C(CC(C1)C)(C)C N-[[6-(4-Benzyl-1-piperidyl)-2-pyridyl]sulfonyl]-2-(2,2,4-trimethylpyrrolidin-1-yl)pyridin-3-carboxamid